3-{4-[cis-3-(trifluoromethoxy)cyclobutyl]-1H-pyrazol-1-yl}bicyclo[1.1.1]pentan-1-amine FC(O[C@H]1C[C@H](C1)C=1C=NN(C1)C12CC(C1)(C2)N)(F)F